7-(pyridin-2-yl)heptanal N1=C(C=CC=C1)CCCCCCC=O